tert-butyl [(4-chloro-2-furyl)methyl]carbamate ClC=1C=C(OC1)CNC(OC(C)(C)C)=O